C(N)(=S)[C@H]1N([C@H](CC1)C)C(=O)NC=1SC(=C(N1)C)C1=CC(=NC=C1)C(C(F)(F)F)(C)C (2S,5S)-2-carbamothioyl-5-methyl-N-(4-methyl-5-(2-(1,1,1-trifluoro-2-methylpropan-2-yl)pyridin-4-yl)thiazol-2-yl)pyrrolidine-1-carboxamide